ClC=1C(=C2C3=C(COCC3=CC=C2)C1)C1=NC(=NC(=N1)SC)N 4-(5-chloro-1H,3H-benzo[de]isochromen-6-yl)-6-(methylthio)-1,3,5-triazin-2-amine